COC=1C(=C2C=CNC2=C(C1)C)CN1[C@H](C[C@H](CC1)N1N=CN=C1)C1=C(C(=O)O)C=CC=C1 (2r,4s)-(1-((5-methoxy-7-methyl-1H-indol-4-yl)methyl)-4-(1H-1,2,4-triazol-1-yl)piperidin-2-yl)benzoic acid